[Ni].[Co].[Ni]=S nickel sulfide cobalt-nickel